2-(trifluoromethyl)benzene FC(C1=CC=CC=C1)(F)F